2-(2-Aminopyridin-3-yl)-3-(4-(bromomethyl)phenyl)-3H-imidazo[4,5-b]pyridin-5-ol NC1=NC=CC=C1C1=NC=2C(=NC(=CC2)O)N1C1=CC=C(C=C1)CBr